7-methoxy-1,9-dimethyl-6-(4-(quinoline-8-ylsulfonyl)piperazin-1-yl)-9H-pyrido[3,4-b]indole COC1=C(C=C2C3=C(N(C2=C1)C)C(=NC=C3)C)N3CCN(CC3)S(=O)(=O)C=3C=CC=C1C=CC=NC31